3-benzyl-6-(2-fluorobenzyl)-2,3,4,6-tetrahydropyrido[3,4-c][1,8]naphthyridin-5(1H)-one C(C1=CC=CC=C1)N1CC=2C(N(C=3N=CC=CC3C2CC1)CC1=C(C=CC=C1)F)=O